BrC1=CC=C(C=C1)NS(=O)(=O)C=1C(=CC(=C(C(=O)NC2=C(C=CC(=C2)[N+](=O)[O-])C)C1)Cl)Cl 5-(N-(4-bromophenyl)sulfamoyl)-2,4-dichloro-N-(2-methyl-5-nitrophenyl)benzamide